ClC1=NC(=CC(=C1)C(=O)O)C(F)(F)F 2-chloro-6-(trifluoromethyl)pyridine-4-carboxylic acid